NC1=NNC2=CC=CC(=C12)C#CC=1C=C(C=CC1)C1=C(C(=O)N)C=C(C=C1C(F)(F)F)C(F)(F)F (3-((3-Amino-1H-indazol-4-yl)ethynyl)phenyl)-3,5-bis(trifluoromethyl)benzamide